C(C)(C)(C)OC(=O)N1C[C@H](CC1)[C@@H](C(=O)OC(C)(C)C)CC1=CC(=CC=C1)Br (R)-3-((S)-3-(3-bromophenyl)-1-(tert-butoxy)-1-oxopropane-2-yl)pyrrolidine-1-carboxylic acid tert-butyl ester